CC=1C=C(C=C(C1)C)C1=CN=C2C(=N1)N(C=C2)C2=CC(=C(C(=O)O)C=C2)[C@H]2CNCC2 (S)-4-(3-(3,5-dimethylphenyl)-5H-pyrrolo[2,3-b]pyrazin-5-yl)-2-(pyrrolidin-3-yl)benzoic acid